N-methyl-oleoyl-aminoethyl-sodium CNC(C[Na])C(CCCCCCC\C=C/CCCCCCCC)=O